CC(=O)NCC1=CC(=O)C=C(N1)C2=CC=CC=N2 The molecule is a pyridine alkaloid that is 2,2'-bipyridine substituted by a hydroxy group at position 4 and an (acetylamino)methyl group at position 6. Isolated from the marine-derived actinomycete Actinoalloteichus cyanogriseus, it exhibits antineoplastic activity. It has a role as an antineoplastic agent, a bacterial metabolite and a marine metabolite. It is a member of bipyridines, a monohydroxypyridine, a pyridine alkaloid and a member of acetamides. It derives from a hydride of a 2,2'-bipyridine.